ClC=1C=NC=C(C1[C@@H](C)OC=1C=C2C(=NNC2=CC1)C1=CC2=C(OCCN2S(=O)(=O)C)N=C1)Cl 7-[5-[(1R)-1-(3,5-dichloro-4-pyridyl)ethoxy]-1H-indazol-3-yl]-1-methylsulfonyl-2,3-dihydropyrido[2,3-b][1,4]oxazine